trans-N1-(5-(imidazo[1,2-b]pyridazin-6-yl)pyrrolo[2,1-f][1,2,4]triazin-2-yl)-N3-methylcyclobutane-1,3-diamine N=1C=CN2N=C(C=CC21)C=2C=CN1N=C(N=CC12)N[C@@H]1C[C@H](C1)NC